N[C@H]1C[C@H](N(CC1)C(=O)N1CC2(CCCC2)[C@@H](CC1)CN1C=NC(=CC1=O)C1=CC=CC=C1)C1=CC(=CC(=C1)F)F 3-(((R)-7-((2S,4R)-4-Amino-2-(3,5-difluorophenyl)piperidine-1-carbonyl)-7-azaspiro[4.5]decan-10-yl)methyl)-6-phenylpyrimidin-4(3H)-one